CN(C(C#C)=O)C N,N-dimethyl-propiolamide